8-bromo-6-fluoroisoquinolin-3-amine BrC=1C=C(C=C2C=C(N=CC12)N)F